CN1CC(C1)(C)[C@@](C=1C=C(C=NC1)C#C[C@@](C)(O)C1=NC(=NC(=C1)C)OC)(C1=CC=C(C=C1)C(C)C)O (R)-4-{5-[(R)-(1,3-dimethyl-azetidin-3-yl)-hydroxy-(4-isopropyl-phenyl)-methyl]-pyridin-3-yl}-2-(2-methoxy-6-methyl-pyrimidin-4-yl)-but-3-yn-2-ol